FC(S(=O)(=O)OC1=NC=C(C=C1)OC1=CC2=C(C(=N1)C(C)C)N(C(N2C)=O)C)(F)F 5-((4-isopropyl-1,3-dimethyl-2-oxo-2,3-dihydro-1H-imidazo[4,5-c]pyridin-6-yl)oxy)pyridin-2-yl trifluoromethanesulfonate